C(CCC)C1=CC=C(C=C1)C1=CC=C(C=C1)C#CC1=C(C=C(C(=C1)F)N=C=S)F 1-[2-[4-(4-butylphenyl)phenyl]ethynyl]-2,5-difluoro-4-isothiocyanato-benzene